3-((difluoromethyl)sulfonyl)-N-((2-(6-methoxypyridin-3-yl)-1,6-naphthyridin-7-yl)methyl)benzamide FC(S(=O)(=O)C=1C=C(C(=O)NCC2=NC=C3C=CC(=NC3=C2)C=2C=NC(=CC2)OC)C=CC1)F